C(C)OC(CC=1CC2=CC(=CC(=C2C1)F)OCC(C)N)=O 2-[6-(2-Aminopropoxy)-4-fluoro-inden-2-yl]acetic acid ethyl ester